OC1=CC=C(C=C1)CC(C)=C1CC=C(C=C1)N1C(=O)C2C3(C=CC(C2C1=O)C3)CC=C N-{4-(4-hydroxyphenylisopropylidene)phenyl}-allylbicyclo[2.2.1]hept-5-ene-2,3-dicarboximide